tert-butyl ethyl(2-hydroxyethyl)carbamate C(C)N(C(OC(C)(C)C)=O)CCO